FC(C(=O)O)(F)F.NCC=1C=C2CN(C(C2=CC1)=O)C1C(NC(CC1)=O)=O 3-[5-(aminomethyl)-1-oxo-isoindolin-2-yl]piperidine-2,6-dione trifluoroacetic acid salt